O=C1NC(C(C(N1)=O)=CC1=C(OCC=2C=C(C(=O)OC)C=CC2)C=CC=C1)=O Methyl 3-((2-((2,4,6-trioxo-tetrahydropyrimidin-5(6H)-ylidene)methyl)phenoxy)methyl)benzoate